trans-4-((3-(1-Cyclopropyl-1H-pyrazol-4-yl)phenyl)((trans-4-(4-methoxy-3-methylphenyl)cyclohexyl)methyl)carbamoyl)-cyclohexyl 3-(dimethylamino)azetidine-1-carboxylate CN(C1CN(C1)C(=O)O[C@@H]1CC[C@H](CC1)C(N(C[C@@H]1CC[C@H](CC1)C1=CC(=C(C=C1)OC)C)C1=CC(=CC=C1)C=1C=NN(C1)C1CC1)=O)C